FC(N1C=2N(C(NC(C2NC1)=O)=O)C)F 9-(difluoromethyl)-3-methyl-1H-purine-2,6(3H,7H)-dione